amino-6-(2-methoxyethoxy)-1-((4'-(pyrrolidin-1-ylmethyl)-[1,1'-biphenyl]-4-yl)methyl)-1H-imidazo[4,5-c]pyridin-2(3H)-one NN1C(N(C2=C1C=NC(=C2)OCCOC)CC2=CC=C(C=C2)C2=CC=C(C=C2)CN2CCCC2)=O